1,5-dimethyl-3-(4-(trifluoromethyl)phenyl)-pyrazol-4-ol CN1N=C(C(=C1C)O)C1=CC=C(C=C1)C(F)(F)F